C(CCC)C=1C=CC=C2C(NC(C12)=O)=O 7-butylisoindoline-1,3-dione